ClC1=CC=C(C=N1)CN1\C(\C=CC=C1)=C\C(C(F)(F)F)=O (3E)-3-[1-[(6-Chloro-3-pyridyl)methyl]-2-pyridylidene]-1,1,1-trifluoropropan-2-one